FC=1C(=NC(=CC1)F)C1=NN(C=C1NC(=O)C=1OC(=CC1)C=1C=NNC1)C1CC(C1)OCC N-(3-(3,6-difluoropyridin-2-yl)-1-((1s,3s)-3-ethoxycyclobutyl)-1H-pyrazol-4-yl)-5-(1H-pyrazol-4-yl)furan-2-carboxamide